Cl.Cl.Cl.NCCC[C@@H](C(=O)OC=1C=CC2=C3C=CC=4C=CCC4C3=CC=C2C1)NCCCCCCN cyclopenta[a]phenanthren-3-yl (S)-5-amino-2-((6-aminohexyl)amino)pentanoate trihydrochloride